7-bromo-6-chloro-5-fluoro-2a-phenyl-2a,7b-dihydrocyclobuta[b]benzofuran-2(1H)-one BrC1=C(C(=CC2=C1C1C(O2)(C(C1)=O)C1=CC=CC=C1)F)Cl